N-((7-(5-(difluoromethyl)-1,3,4-oxadiazol-2-yl)imidazo[1,2-a]pyridin-2-yl)methyl)-N-phenyl-2,6-diazaspiro[3.3]heptan-2-carboxamide FC(C1=NN=C(O1)C1=CC=2N(C=C1)C=C(N2)CN(C(=O)N2CC1(C2)CNC1)C1=CC=CC=C1)F